FC1=C(C=C2C=C(C=C(C2=C1C#C[Si](C(C)C)(C(C)C)C(C)C)O)OCOC)C 7-fluoro-3-(methoxymethoxy)-6-methyl-8-((triisopropylsilyl)ethynyl)naphthalen-1-ol